C(C)(C)(C)OCCOC1=C(C=C(OC1=O)C(=O)O)I 5-[2-(tert-butoxy)ethoxy]-4-iodo-6-oxopyran-2-carboxylic acid